[Sb].[Nb].[Pb] lead niobium-antimony